FC1(CCN(CCC1)C1=NC2=CC=CC=C2C=C1C(=O)NC1=NC(=CC=C1)S(N)(=O)=O)F 2-(4,4-difluoroazepan-1-yl)-N-(6-sulfamoylpyridin-2-yl)quinoline-3-carboxamide